methyl 10,18-dihydroxyoctadecanoate OC(CCCCCCCCC(=O)OC)CCCCCCCCO